NC1=NN2C(N=CC=C2)=C1C(=O)NC(C)C=1C=C(C2=CN(N=C2C1OCC)CC#CC)Cl 2-amino-N-(1-(2-(but-2-ynyl)-4-chloro-7-ethoxy-2H-indazol-6-yl)ethyl)pyrazolo[1,5-a]pyrimidine-3-carboxamide